C(CCCCCCC)C1C(CN(CC1)C(=O)OC(C)(C)C)C(=O)OCC O1-tert-butyl O3-ethyl 4-octylpiperidine-1,3-dicarboxylate